ethyl (2S)-2-amino-4-methylpentanoate hydrochloride Cl.N[C@H](C(=O)OCC)CC(C)C